2-(5'-tert-butyl-2'-hydroxyphenyl)benzotriazole C(C)(C)(C)C=1C=CC(=C(C1)N1N=C2C(=N1)C=CC=C2)O